[Si](C)(C)(C(C)(C)C)O[C@H](C(=O)OCC)C ethyl (S)-2-(tert-butyldimethylsilyloxy)propanoate